tert-butyl (S)-(8-fluoro-4-oxo-2,3,4,5-tetrahydropyrido[4,3-b][1,4]oxazepin-3-yl)carbamate FC1=CC=2OC[C@@H](C(NC2C=N1)=O)NC(OC(C)(C)C)=O